fluoro-N2-[3-(oxazol-2-yl)phenyl]-2,4-pyrimidinediamine FC=1C(=NC(=NC1)NC1=CC(=CC=C1)C=1OC=CN1)N